C1(CC1)C1=C2C(=NC(=C1)NC1=CC=C(C3=C1OCCO3)C(=O)N3CCN(CC3)C3COC3)NC=C2C(F)(F)F (8-((4-cyclopropyl-3-(trifluoromethyl)-1H-pyrrolo[2,3-b]pyridin-6-yl)amino)-2,3-dihydrobenzo[b][1,4]dioxin-5-yl)(4-(oxetan-3-yl)piperazin-1-yl)methanone